C(CCC)C1(NN2C(C(=N1)N)=NC=C2CC2=CC=C(C=C2)C2CCNCC2)N 2-butyl-7-(4-(piperidin-4-yl)benzyl)imidazo[2,1-f][1,2,4]triazine-2,4-diamine